FC=1C=C2C=NNC2=C(C1OCOC)F 5,7-difluoro-6-(methoxymethoxy)-1H-indazole